N1=CN=CC2=C1NC1N(C2=O)CCC1 8,9,9a,10-tetrahydropyrimido[4,5-d]pyrrolo[1,2-a]pyrimidin-5(7H)-one